C(=O)(O)C(O)C(O)C(=O)O.C(C#C)N[C@@H]1CCC2=CC=CC=C12 N-propargyl-1(R)-aminoindan tartrate